3-(3-methoxyphenyl)-7-hydroxycoumarin COC=1C=C(C=CC1)C=1C(OC2=CC(=CC=C2C1)O)=O